FC(C=1C=CC2=C(OCC=3N2C=NC3C=O)C1)(F)F 7-trifluoromethyl-4H-benzo[b]imidazo[1,5-d][1,4]oxazine-3-carbaldehyde